FC(C1=CC=C(COC2=CC=C(C=C2)B2OC(C)(C)C(C)(C)O2)C=C1)(F)F 4-(4-trifluoromethylbenzyloxy)phenylboronic acid pinacol ester